FC1(CCC2=C1N=C(N=C2C2=CC=C(C=C2)C2(CSC2)NC(OCC[Si](C)(C)C)=O)SC)F 2-trimethylsilylethyl N-[3-[4-(7,7-difluoro-2-methylsulfanyl-5,6-dihydrocyclopenta[d]pyrimidin-4-yl)phenyl]thietan-3-yl]carbamate